(3-bromophenyl)-2-(2-furyl)-1H-benzimidazole BrC=1C=C(C=CC1)N1C(=NC2=C1C=CC=C2)C=2OC=CC2